COC(=O)C1=CC=C2C(=N1)C(CO2)(C)C 3,3-dimethyl-2,3-dihydrofuro[3,2-b]Pyridine-5-carboxylic acid methyl ester